N-(acryloyl)morpholine C(C=C)(=O)N1CCOCC1